((R)-4-((3R,5S,7R,8R,9S,10S,12S,13R,14S,17R)-3,7,12-trihydroxy-10,13-dimethylhexadecahydro-1H-cyclopenta[a]phenanthren-17-yl)pentanoyl)-L-lysine hydrochloride Cl.O[C@@H]1CC[C@@]2([C@H]3C[C@@H]([C@@]4([C@H](CC[C@H]4[C@@H]3[C@@H](C[C@@H]2C1)O)[C@@H](CCC(=O)N[C@@H](CCCCN)C(=O)O)C)C)O)C